CC1(C(NC(N1)=O)=O)C 5,5-di-methyl-hydantoin